ClC=1N=C2C(=C(C=NC2=CC1)NC(=O)NC=1C=NC(=C(C1)C#N)OC(F)F)[C@H](C)OC (S)-N-(6-chloro-4-(1-methoxyethyl)-1,5-naphthyridin-3-yl)-N'-(5-cyano-6-(difluoromethoxy)pyridin-3-yl)urea